C1=CC=CC=2C3=CC=CC=C3C=3CCC=CC3C12 9H-triphenylene